S1OC(O1)=S Thiocarbonic acid sulfenyl ester